tetrakis(2-hydroxypropyl)ammonium hydroxide [OH-].OC(C[N+](CC(C)O)(CC(C)O)CC(C)O)C